COC=1C=C(C=CC1NC1=NC=C(C(=N1)C=1C=NN(C1)C)C(F)(F)F)C(=O)N1CCN(CC1)C1=CC=CC=C1 (3-methoxy-4-((4-(1-methyl-1H-pyrazol-4-yl)(trifluoromethyl)pyrimidin-2-yl)amino)phenyl)(4-phenylpiperazin-1-yl)methanone